(3S)-3-[8-[4-[4-[4-[3-amino-6-(2-hydroxyphenyl)pyridazin-4-yl]-3-fluoro-pyrazol-1-yl]-1-piperidyl]cyclohexyl]-2,3-dihydro-1,4-benzoxazin-4-yl]piperidine-2,6-dione NC=1N=NC(=CC1C=1C(=NN(C1)C1CCN(CC1)C1CCC(CC1)C1=CC=CC=2N(CCOC21)[C@@H]2C(NC(CC2)=O)=O)F)C2=C(C=CC=C2)O